5-(1-(2,2-difluoroethyl)-4-fluoro-2-methyl-1H-benzo[d]imidazol-6-yl)-N-((3R,4S)-3-fluoro-1-(oxetan-3-yl-3-d)piperidin-4-yl)-4-methoxypyrrolo[2,1-f][1,2,4]triazin-2-amine FC(CN1C(=NC2=C1C=C(C=C2F)C=2C=CN1N=C(N=C(C12)OC)N[C@@H]1[C@@H](CN(CC1)C1(COC1)[2H])F)C)F